(S)-N-(8,9-difluoro-6-oxo-1,4,5,6-tetrahydro-2H-pyrano[3,4-c]isoquinolin-1-yl)-7-fluoro-N-methylindolizine-2-carboxamide FC=1C(=CC=2C3=C(NC(C2C1)=O)COC[C@H]3N(C(=O)C=3C=C1C=C(C=CN1C3)F)C)F